dimethoxyethoxychlorosilane COC(CO[SiH2]Cl)OC